2-phenyl-1-((S)-tetrahydrofuran-2-yl)-1,2,3,4-tetrahydroisoquinoline C1(=CC=CC=C1)N1C(C2=CC=CC=C2CC1)[C@H]1OCCC1